(S)-2-amino-3-hydroxy-N-(4-(3-(pyridin-4-yl)phenyl)thiazol-2-yl)propanamide N[C@H](C(=O)NC=1SC=C(N1)C1=CC(=CC=C1)C1=CC=NC=C1)CO